1-(3-Bromopyridin-4-yl)-5-(trifluoromethyl)-1H-pyrazole-4-carboxylic acid ethyl ester C(C)OC(=O)C=1C=NN(C1C(F)(F)F)C1=C(C=NC=C1)Br